C[C@@H]1CN(C[C@@H](C1)C)C(=O)Cl (3S,5R)-3,5-dimethylpiperidine-1-carbonyl chloride